(2R,3S,4R,5R)-2-((R)-bicyclo[4.2.0]octa-1(6),2,4-trien-3-yl(hydroxy)methyl)-5-(4-(prop-1-en-2-yl)-7H-pyrrolo[2,3-d]pyrimidin-7-yl)tetrahydrofuran-3,4-diol C1=2C=C(C=CC2CC1)[C@H]([C@H]1O[C@H]([C@@H]([C@@H]1O)O)N1C=CC2=C1N=CN=C2C(=C)C)O